COC1=C(C=CC(=C1)S(=O)(=O)C)NCC#CC1=C(C2=C(S1)C(=CC=C2)NC2C1CN(C(C2)C1)C(=O)[O-])CC(F)(F)F 5-((2-(3-((2-methoxy-4-(methylsulfonyl) phenyl) amino) prop-1-yn-1-yl)-3-(2,2,2-trifluoroethyl) benzo[b]thiophen-7-yl) amino)-2-azabicyclo[2.2.1]heptane-2-carboxylate